2-(2,6-dichloropyridin-4-yl)-1,1,1-trifluoropropane-2-ol ClC1=NC(=CC(=C1)C(C(F)(F)F)(C)O)Cl